(S)-2-hydroxy-3,3-dimethyl-4-hydroxybutyric acid O[C@H](C(=O)O)C(CO)(C)C